FC(C(=O)O)(F)F.N[C@H]1C[C@H](NC1)C(=O)NCC1=CC(=C(C=C1)N(S(=O)(=O)C)C)C(NC1=CC=C(C=C1)S(=O)(=O)N1CCN(CC1)C1=CC(=CC(=C1)Cl)Cl)=O (2S,4S)-4-Amino-N-[[3-[[4-[4-(3,5-dichlorophenyl)piperazin-1-yl]sulfonylphenyl]carbamoyl]-4-[methyl(methylsulfonyl)amino]phenyl]methyl]pyrrolidine-2-carboxamide trifluoroacetate